3-[(3R)-1-[2'-(Dimethylphosphoryl)-2,3-difluoro-[1,1'-biphenyl]-4-yl]-2-oxopiperidin-3-yl]-1-(2-fluoro-4-methoxyphenyl)urea CP(=O)(C)C1=C(C=CC=C1)C1=C(C(=C(C=C1)N1C([C@@H](CCC1)NC(NC1=C(C=C(C=C1)OC)F)=O)=O)F)F